N-(2,5-dimethylphenyl)bicyclo[2.2.1]heptane-3-carboxamide CC1=C(C=C(C=C1)C)NC(=O)C1CC2CCC1C2